3-[1-[[[8-chloro-6-(trifluoromethyl)quinazolin-4-yl]-methyl-amino]ethyl]pyrazin-2-yl]pyridine-3-carbonitrile ClC=1C=C(C=C2C(=NC=NC12)N(C)CCN1C(C=NC=C1)C1(CN=CC=C1)C#N)C(F)(F)F